C(C=C)OC(=O)C1(CCC=2C(=NC(=NC2C1=O)Cl)N1C[C@@H](N(CC1)C(=O)OC(C)(C)C)CC#N)CC1=C(C=CC=C1)[N+](=O)[O-] 4-((S)-4-(tert-Butoxycarbonyl)-3-(cyanomethyl)piperazin-1-yl)-2-chloro-7-(2-nitrobenzyl)-8-oxo-5,6,7,8-tetrahydroquinazoline-7-carboxylic acid allyl ester